C1(CCCCC1)C1(C=2C(=NC(=N1)NC1=C(C=C(C=C1)C1=NN=CN1C)OC)NNC2C=2C=NN(C2)C)N 4-cyclohexyl-N6-(2-methoxy-4-(4-methyl-4H-1,2,4-triazol-3-yl)phenyl)-3-(1-methyl-1H-pyrazol-4-yl)-1H-pyrazolo[3,4-d]pyrimidine-4,6-diamine